C1(CC1)C1=C(C=C(N=N1)NC(OC(C)(C)C)=O)OCC(F)F tert-butyl (6-cyclopropyl-5-(2,2-difluoroethoxy)pyridazin-3-yl)carbamate